1,3-bis(4-aminophenoxy)propane 4-(4-heptylcyclohexyl)phenyl-3,5-diaminobenzoate C(CCCCCC)C1CCC(CC1)C1=CC=C(C=C1)OC(C1=CC(=CC(=C1)N)N)=O.NC1=CC=C(OCCCOC2=CC=C(C=C2)N)C=C1